2,3-dimethoxybenzylamine COC1=C(CN)C=CC=C1OC